C(C)(=O)N[C@@H]1CN(CC1)C(=O)OC(C)(C)C tert-butyl (3S)-3-acetamidopyrrolidine-1-carboxylate